NCCC(=O)NC=1C=C(N(C1)C)C(=O)NC=1N=C(N(C1)C)C(=O)NCCC(N1CCCCC1)=O 4-[4-(3-aminopropanamido)-1-methylpyrrole-2-amido]-1-methyl-N-[3-oxo-3-(piperidin-1-yl)propyl]imidazole-2-carboxamide